C1(CC1)C(C=1C=CC2=C(N(C=N2)COCC[Si](C)(C)C)C1)C(C(=O)N)CC(F)(F)F (cyclopropyl(1-((2-(trimethylsilyl)ethoxy)methyl)-1H-benzo[d]imidazol-6-yl)methyl)-4,4,4-trifluorobutanamide